CN1C(=NC2=C1C=CC(=C2)C(=O)OCC)NC=2OC1=C(N2)C=CC(=C1)C(F)(F)F ethyl 1-methyl-2-((6-(trifluoromethyl) benzo[d]oxazol-2-yl) amino)-1H-benzo[d]imidazole-5-carboxylate